ClC=1C=2C(N=C3C=NC=CC13)=C1N(N2)C=NC=C1 10-chloropyrimido[1',6':1,5]pyrazolo[4,3-b][1,7]naphthyridine